6-methoxy-4-methyl-N-(2-nitrophenyl)pyridin-3-amine COC1=CC(=C(C=N1)NC1=C(C=CC=C1)[N+](=O)[O-])C